2-cyclopropyl-4-methylthiazole-5-carboxylic acid C1(CC1)C=1SC(=C(N1)C)C(=O)O